4,5-Dimethyl-2-(1h-pyrrol-1-yl)thiophene CC=1C=C(SC1C)N1C=CC=C1